C(C)(C)(C)OC(=O)N1[C@H](C[C@@H](C1)F)C=1C(=NC=C(C1)F)O[C@@H](C)CCCN (2R,4S)-2-(2-((S)-5-Aminopent-2-yloxy)-5-fluoropyridin-3-yl)-4-fluoropyrrolidine-1-carboxylic acid tert-butyl ester